tert-butyl 4-((6-((2-(5-hydroxy-1-methyl-1H-pyrazol-4-yl)pyrimidin-4-yl)amino)-4-((1,1,1-trifluoro-4-hydroxybutan-2-yl)amino)pyridin-3-yl)ethynyl)piperidine-1-carboxylate OC1=C(C=NN1C)C1=NC=CC(=N1)NC1=CC(=C(C=N1)C#CC1CCN(CC1)C(=O)OC(C)(C)C)NC(C(F)(F)F)CCO